C(#N)[C@H]1N(CC(C1)(F)F)C(CC(=O)NC1=CC=CC2=CC=CC=C12)=O (S)-3-(2-cyano-4,4-difluoro-pyrrolidin-1-yl)-N-(naphthalene-1-yl)-3-oxo-propionamide